CC1=C(C(=CC(=C1)C1=NC=C(C=N1)C)C)C1=CC(=CC=C1)COC=1C=CC(=NC1)[C@@H]1[C@H](C1)C(=O)O (1S,2S)-2-{5-[2',6'-dimethyl-4'-(5-methyl-pyrimidin-2-yl)-biphenyl-3-ylmethoxy]-Pyridin-2-yl}-cyclopropanecarboxylic acid